CC1(NC(=CC(=C1)C(=O)N[C@@H]1[C@H](C1)C)CC1=NC=CC=C1)C(=O)N 2-methyl-N4-((1S,2S)-2-methylcyclopropyl)-6-(pyridin-2-ylmethyl)pyridine-2,4-dicarboxamide